FC=1C=C(C2=C(C1)C1(CC1)CO2)NC2=NC=1N(C(=C2)NC)N=CC1 5-((5-Fluoro-2H-spiro[benzofuran-3,1'-cyclopropan]-7-yl)amino)-7-(methylamino)pyrazolo[1,5-a]pyrimidine